BrC=1C=C2C(=NC1)SN=C2 5-bromoisothiazolo[5,4-b]pyridine